C(C)(C)(C)N1N=C(C=C1NC(OCC1=CC=CC=C1)=O)[C@H]1C[C@H]([C@@H](C1)O)F benzyl (1-(tert-butyl)-3-((1R,3R,4R)-3-fluoro-4-hydroxycyclopentyl)-1H-pyrazol-5-yl)carbamate